FC1=CC=C(C=C1)N1N=C(C2=CC=CC=C2C1=O)C=1C=C(C=CC1)S(=O)(=O)NC 3-(3-(4-Fluorophenyl)-4-oxo-3,4-dihydrophthalazin-1-yl)-N-methylbenzenesulfonamide